(E)-3-(dimethylamino)-1-(2-hydroxy-phenyl)prop-2-en-1-one benzo[f]inden-3-ylmethyl-carbamate C1=CC(C=2C=C3C(=CC12)C=CC=C3)CNC(O)=O.CN(/C=C/C(=O)C3=C(C=CC=C3)O)C